1-(4-(4-((3-chloro-4-((5-fluoropyridin-2-yl)methoxy)phenyl)amino)-7H-pyrrolo[2,3-d]pyrimidin-5-yl)piperidin-1-yl)prop-2-en-1-one ClC=1C=C(C=CC1OCC1=NC=C(C=C1)F)NC=1C2=C(N=CN1)NC=C2C2CCN(CC2)C(C=C)=O